[Ir+3].C(CCCCC)C1=CC=C(C=C1)C1=NC2=CC=CC=C2C=C1.C(CCCCC)C1=CC=C(C=C1)C1=NC2=CC=CC=C2C=C1.C(CCCCC)C1=CC=C(C=C1)C1=NC2=CC=CC=C2C=C1 tris[2-(4-n-hexylphenyl)quinoline] iridium(III)